5-acetyl-3-bromo-7-methyl-8-oxo-7,8-dihydro-1,7-naphthyridine-2-carbonitrile C(C)(=O)C=1C=2C=C(C(=NC2C(N(C1)C)=O)C#N)Br